ethyl (2S)-2-((Z-butoxycarbonyl)amino)-3,4,4-trimethylpentanoate C(CCC)OC(=O)N[C@H](C(=O)OCC)C(C(C)(C)C)C